CN1N=C(C=C1C1=CSC2=C1N=C(N=C2N2[C@@H](COCC2)C)C2=C1C(=NC=C2)NC=C1)C (R)-4-(7-(1,3-Dimethyl-1H-pyrazol-5-yl)-2-(1H-pyrrolo[2,3-b]pyridin-4-yl)thieno[3,2-d]pyrimidin-4-yl)-3-methylmorpholine